C1(C(C=CC=2C3=CC=CC=C3C=CC12)=O)=O phenanthrenedione